C(C)(C)(C)OC(=O)N1CCC(CC1)N1C=C(C2=C1N=CN=C2Cl)C2=CC=C(C=C2)N 4-(5-(4-aminophenyl)-4-chloro-7H-pyrrolo[2,3-d]pyrimidin-7-yl)piperidine-1-carboxylic acid tert-butyl ester